N-(4-benzooxazole-2-yl-phenyl)-N-(4-benzothiophene-2-yl-phenyl)-N-{4-(2-naphthalene-2-yl-benzooxazole-6-yl)-phenyl}-amine O1C(=NC2=C1C=CC=C2)C2=CC=C(C=C2)N(C2=CC=C(C=C2)C2=CC1=C(N=C(O1)C1=CC3=CC=CC=C3C=C1)C=C2)C2=CC=C(C=C2)C=2SC1=C(C2)C=CC=C1